FC1=C(CNC(CCC)=O)C=CC(=C1F)C1=NOC(=N1)C(F)(F)F N-[2,3-difluoro-4-[5-(tri-fluoromethyl)-1,2,4-oxadiazol-3-yl]benzyl]butanamide